6-(1H-Pyrazolo[3,4-b]pyridin-5-carbonyl)-N-(3-(trifluoromethyl)phenyl)-4,5,6,7-tetrahydrothieno[2,3-c]pyridin-3-carboxamid N1N=CC=2C1=NC=C(C2)C(=O)N2CC1=C(CC2)C(=CS1)C(=O)NC1=CC(=CC=C1)C(F)(F)F